C(CCC(=O)[O-])(=O)[O-].C(CCC(=O)[O-])(=O)[O-].[Mg+2].[Mg+2] magnesium disuccinate